N1CCC(=CC1)C1=NC(=NC=C1)C#N 4-(1,2,3,6-Tetrahydropyridin-4-yl)pyrimidine-2-carbonitrile